FC(F)(F)SC1=CC2=C(NC(=N2)C=O)C=C1 5-[(trifluoromethyl)sulfanyl]-1H-benzimidazole-2-carbaldehyde